N1C(CCC1)CCO 2-(pyrrolidine-2-yl)ethanol